1-(5-(sec-butylsulfanyl)-4-(3,4-dichlorophenyl)thiazol-2-yl)-4-(3,5-dichlorophenyl)-3-methyl-1H-pyrazole-5-carboxylic acid methyl ester COC(=O)C1=C(C(=NN1C=1SC(=C(N1)C1=CC(=C(C=C1)Cl)Cl)SC(C)CC)C)C1=CC(=CC(=C1)Cl)Cl